3-(4-((1S,4S)-2,5-diazabicyclo[2.2.2]octan-2-yl)-6,8-difluoro-2-(((2R,7aS)-2-fluorotetrahydro-1H-pyrrolizin-7a(5H)-yl)methoxy)quinazolin-7-yl)-5-chloro-4-cyclopropylphenol [C@@H]12N(C[C@@H](NC1)CC2)C2=NC(=NC1=C(C(=C(C=C21)F)C=2C=C(C=C(C2C2CC2)Cl)O)F)OC[C@]21CCCN1C[C@@H](C2)F